1-[6-(1-{[1-(4-Aminopiperidin-1-ylsulfonyl)piperidin-3-yl]methyl}piperidin-4-yl)-1-methylindazol-3-yl]-1,3-diazinane-2,4-dione NC1CCN(CC1)S(=O)(=O)N1CC(CCC1)CN1CCC(CC1)C1=CC=C2C(=NN(C2=C1)C)N1C(NC(CC1)=O)=O